C(C(C)(C)C)NC1=C(C=NC2=C(C=C(C=C12)N[C@H](C=1N=NN(C1)C1(CC1)C(F)(F)F)C=1C=2N(C=CC1)N=CC2)C#N)C#N (S)-4-(neopentylamino)-6-((pyrazolo[1,5-a]pyridin-4-yl(1-(1-(trifluoromethyl)cyclopropyl)-1H-1,2,3-triazol-4-yl)methyl)amino)quinoline-3,8-dicarbonitrile